2,2,2-trifluoro-N-((4-(hydroxymethyl)piperidin-4-yl)methyl)acetamide FC(C(=O)NCC1(CCNCC1)CO)(F)F